ammonium thiosulfite S(=S)([O-])[O-].[NH4+].[NH4+]